C(C)N(C(C)C)CCC1=CNC2=CC=CC=C12 N-ethyl-N-[2-(1H-indol-3-yl)ethyl]propan-2-amine